tert-butyl (4-(4-oxo-3-phenyl-3,4-dihydrophthalazin-1-yl)benzyl)carbamate O=C1N(N=C(C2=CC=CC=C12)C1=CC=C(CNC(OC(C)(C)C)=O)C=C1)C1=CC=CC=C1